N(N)C1=CC=C(C=N1)S(=O)(=O)N1CCOCC1 4-[(6-hydrazinopyridin-3-yl)sulfonyl]Morpholine